C(C)(C)(C)OC(=O)N1NCCCCC1 1,2-diazepane-1-carboxylic acid tert-butyl ester